C(#N)CCNS(=O)(=O)C1=CC=C(C(=O)NC=2SC3=C(N2)C=CC(=C3)OCCO)C=C1 4-[N-(2-cyanoethyl)sulfamoyl]-N-[6-(2-hydroxyethoxy)benzothiazol-2-yl]Benzamide